CC(C)(SCCC=CC(=O)N)SCCC=CC(=O)N ((propane-2,2-diylbis(sulfanediyl))Bis(ethane-2,1-diyl))bisacrylamide